(S)-4-(2-((3-aminophenyl)amino)-2-oxoethyl)-3-(trifluoromethyl)piperazine-1-carboxylic acid tert-butyl ester C(C)(C)(C)OC(=O)N1C[C@H](N(CC1)CC(=O)NC1=CC(=CC=C1)N)C(F)(F)F